COC1=C(C=C(C(=C1)[N+](=O)[O-])OC)CCN 2,5-dimethoxy-4-nitrophenylethylamine